4,5-dichloro-2-(tetrahydropyran-2-yl)pyridazin-3-one tert-butyl-N-[5-[6-[4-(4-fluoro-3-methoxy-phenyl)-1,2,4-triazol-3-yl]-8-methyl-imidazo[1,2-a]pyridin-3-yl]-2-pyridyl]carbamate C(C)(C)(C)OC(NC1=NC=C(C=C1)C1=CN=C2N1C=C(C=C2C)C2=NN=CN2C2=CC(=C(C=C2)F)OC)=O.ClC=2C(N(N=CC2Cl)C2OCCCC2)=O